FC1(CCC(CC1)NCC[C@H](C)OC1=C(C=CC(=C1)C)S(=O)(=O)N1[C@@H](CCC1)C(=O)O)F ((2-(((S)-4-((4,4-Difluorocyclohexyl)amino)butan-2-yl)oxy)-4-methylphenyl)sulfonyl)-L-proline